methyl (S)-3-(8-(2,6-dichloro-4-fluorophenyl)chroman-5-yl)-2-(2,6-difluorobenzamido)propanoate ClC1=C(C(=CC(=C1)F)Cl)C=1C=CC(=C2CCCOC12)C[C@@H](C(=O)OC)NC(C1=C(C=CC=C1F)F)=O